C(C)(C)(C)OC(=O)\N=C/1\N(C(CC(N1)(CC)CC)=O)[C@H](CCOC)[C@@H]1[C@H](C1)C(=O)OCC (1S,2S)-ethyl 2-((R)-1-((E)-2-((tert-butoxycarbonyl)imino)-4,4-diethyl-6-oxotetrahydropyrimidin-1(2H)-yl)-3-methoxypropyl)cyclopropanecarboxylate